tert-butyl 3-(4-((3,4-dichloro-2-fluorophenyl)amino)-7-methoxyquinazolin-6-yl)azetidine-1-carboxylate ClC=1C(=C(C=CC1Cl)NC1=NC=NC2=CC(=C(C=C12)C1CN(C1)C(=O)OC(C)(C)C)OC)F